1-{4-[7-{[Cyclopropyl-(6-fluoro-quinolin-3-yl)-methyl]-amino}-1-(1-ethyl-propyl)-1H-pyrazolo[4,3-d]pyrimidin-5-yl]-piperazin-1-yl}-ethanone C1(CC1)C(C=1C=NC2=CC=C(C=C2C1)F)NC=1C2=C(N=C(N1)N1CCN(CC1)C(C)=O)C=NN2C(CC)CC